FC(C(=O)O)(F)F.CN(C1=NC=C2N1CCNC2)C N,N-Dimethyl-5,6,7,8-tetrahydroimidazo[1,5-a]pyrazin-3-amine 2,2,2-trifluoroacetate